(3S)-2-benzyl-N-methyl-N-(m-tolyl)-1,1-dioxo-5-(2-trimethylsilylethoxymethyl)-1,2,5-thiadiazolidine-3-carboxamide C(C1=CC=CC=C1)N1S(N(C[C@H]1C(=O)N(C=1C=C(C=CC1)C)C)COCC[Si](C)(C)C)(=O)=O